N-(2-(4-(cyclopropylmethyl)piperazine-1-yl)-4-methoxy-5-((6-((R)-3-phenylisoxazolidine-2-yl)pyrimidine-4-yl)amino)phenyl)acrylamide C1(CC1)CN1CCN(CC1)C1=C(C=C(C(=C1)OC)NC1=NC=NC(=C1)N1OCC[C@@H]1C1=CC=CC=C1)NC(C=C)=O